(±)-2-(3-fluorobicyclo[1.1.1]pentan-1-yl)-5-(3-fluoro-5-methoxyphenyl)-2,5,6,7-tetrahydro-3H-pyrrolo[2,1-c][1,2,4]triazol-3-one FC12CC(C1)(C2)N2N=C1N(C2=O)[C@H](CC1)C1=CC(=CC(=C1)OC)F |r|